OC1=CC(=C(C=C1Cl)Cl)N 1-hydroxy-3-amino-4,6-dichlorobenzene